ClC1=C(CNC(=O)C2C=3C=CC=NC3C(CC2)=C)C=CC(=C1F)F N-(2-chloro-3,4-difluoro-benzyl)-8-methylene-5,6,7,8-tetrahydro-quinoline-5-carboxamide